COCC1CN(C1)C1=CC(=NC=C1)C(=O)NC=1C=CC=C2C=CC=NC12 4-(3-(methoxymethyl)azetidin-1-yl)-N-(quinolin-8-yl)picolinamide